d(-)-fructose C([C@H]([C@H]([C@@H](C(=O)CO)O)O)O)O